(8-bromoisoquinolin-4-yl)-4-fluorobenzamide BrC=1C=CC=C2C(=CN=CC12)C1=C(C(=O)N)C=CC(=C1)F